C1(CC1)NC(=O)C1=C(C=C(C=C1OC)C1=CN=C2N1C=CC(=C2)C2N(CCOC2)C(=O)OC(C)(C)C)OC(F)F tert-butyl 3-[3-[4-(cyclopropylcarbamoyl)-3-(difluoromethoxy)-5-methoxyphenyl] imidazo[1,2-a]pyridin-7-yl]morpholine-4-carboxylate